dimethyl-(tricosaenyl)amine CN(C=CCCCCCCCCCCCCCCCCCCCCC)C